sulfotin imidazolium salt N1C=[NH+]C=C1.S(=O)(=O)([O-])[Sn]